Calcium 2-(((5Z,8Z,11Z,14Z,17Z)-icosa-5,8,11,14,17-pentaen-1-yl)oxy)butanoate C(CCC\C=C/C\C=C/C\C=C/C\C=C/C\C=C/CC)OC(C(=O)[O-])CC.[Ca+2].C(CCC\C=C/C\C=C/C\C=C/C\C=C/C\C=C/CC)OC(C(=O)[O-])CC